CCC(CC)C1(C2=C(N=C(N1)N)C=C(S2)C2=CC=NN2)N 4-(pent-3-yl)-6-(1H-pyrazol-5-yl)thieno[3,2-d]Pyrimidine-2,4-diamine